3-[[2-[4-[4-ethoxy-6-[(4-methoxyphenyl)methoxy]-3-pyridyl]-2-fluoro-phenyl]acetyl]amino]-N-[2-[(3S)-3-methoxypyrrolidin-1-yl]ethyl]-5-(trifluoromethyl)benzamide C(C)OC1=C(C=NC(=C1)OCC1=CC=C(C=C1)OC)C1=CC(=C(C=C1)CC(=O)NC=1C=C(C(=O)NCCN2C[C@H](CC2)OC)C=C(C1)C(F)(F)F)F